2-isopropyl-3-pyrazole-boronic acid C(C)(C)N1N=CC=C1B(O)O